4-(2-(3-(1H-1,2,4-triazol-1-yl)phenoxy)ethoxy)benzonitrile N1(N=CN=C1)C=1C=C(OCCOC2=CC=C(C#N)C=C2)C=CC1